C(C)OC=1N=CC2=C(N1)NC=C2C2=CC=1N(C=C2)N=CC1C(=O)N1CCCCC1 (5-(2-ethoxy-7H-pyrrolo[2,3-d]pyrimidin-5-yl)pyrazolo[1,5-a]pyridin-3-yl)(piperidin-1-yl)methanone